2-benzoyl-oxopropan-1-one C(C1=CC=CC=C1)(=O)C(C=O)C=O